3-(Aminomethyl)-N,N-dibenzyloxetane-3-amine NCC1(COC1)N(CC1=CC=CC=C1)CC1=CC=CC=C1